NC=1NC(C2=C(N1)N(C=C2C(N)=N)[C@H]2C[C@H](O)[C@H](O2)CO)=O 2-Amino-7-(2-deoxy-β-D-erythro-pentofuranosyl)-4,7-dihydro-4-oxo-3H-pyrrolo[2,3-d]pyrimidine-5-carboximidamide